2-[(4-fluoro-3-methylphenyl)amino]-4-[(1-oxo-1,2,3,4-tetrahydroisoquinolin-5-yl)amino]pyrimidine-5-carboxamide FC1=C(C=C(C=C1)NC1=NC=C(C(=N1)NC1=C2CCNC(C2=CC=C1)=O)C(=O)N)C